N1-(4-(1-(4-chloro-2-fluorophenyl)piperidin-4-yl)-1-methyl-1H-pyrazol-3-yl)-N4,N4-dimethylbenzene-1,4-disulfonamide ClC1=CC(=C(C=C1)N1CCC(CC1)C=1C(=NN(C1)C)NS(=O)(=O)C1=CC=C(C=C1)S(=O)(=O)N(C)C)F